CC1(N(CCNC1=O)C(=O)C1=CC=C2C(=N1)N(C=C2C=2CCN(CC2)C(=O)OC(C)(C)C)CC(C)C)C tert-butyl 4-(6-(2,2-dimethyl-3-oxopiperazine-1-carbonyl)-1-isobutyl-1H-pyrrolo[2,3-b]pyridin-3-yl)-3,6-dihydropyridine-1(2H)-carboxylate